C(C)(C)(C)OC(=O)N1C[C@@H](N(CC1)C=1C2=C(N=CN1)N(C=C2N(C)C(C)C)C2=NC=CC(=C2)C#N)C (S)-4-(7-(4-cyanopyridin-2-yl)-5-(isopropyl-(methyl)amino)-7H-pyrrolo[2,3-d]pyrimidin-4-yl)-3-methylpiperazine-1-carboxylic acid tert-butyl ester